4-((1-(3-(7-fluoro-5-methyl-1-oxo-1,2-dihydroisoquinolin-3-yl)propanoyl)piperidin-4-yl)oxy)benzonitrile FC1=CC(=C2C=C(NC(C2=C1)=O)CCC(=O)N1CCC(CC1)OC1=CC=C(C#N)C=C1)C